1-(2-(1-(5-(2,6-dioxopiperidin-3-yl)pyridin-2-yl)piperidin-4-yl)acetyl)piperidine-4-carboxylic acid O=C1NC(CCC1C=1C=CC(=NC1)N1CCC(CC1)CC(=O)N1CCC(CC1)C(=O)O)=O